3-((3R,5S)-3-((5-(6-acetylpyridin-2-yl)-1H-pyrrolo[2,3-b]pyridin-4-yl)amino)-5-methylpiperidin-1-yl)-3-oxopropanenitrile C(C)(=O)C1=CC=CC(=N1)C=1C(=C2C(=NC1)NC=C2)N[C@H]2CN(C[C@H](C2)C)C(CC#N)=O